BrC1=NC(=C(C=C1CC(C(C)(C)C)NC(OC(C)(C)C)=O)O)Cl tert-Butyl (1-(2-bromo-6-chloro-5-hydroxypyridin-3-yl)-3,3-dimethylbutan-2-yl)carbamate